FC(C=1C=2N(C=CC1)N=C(C2)[C@H]2N(CCC1=C2N=CN1)C(=O)C=1C=NN2C1C=CC(=C2)C)F (S)-(4-(4-(difluoromethyl)pyrazolo[1,5-a]pyridin-2-yl)-6,7-dihydro-1H-imidazo[4,5-c]pyridin-5(4H)-yl)(6-methylpyrazolo[1,5-a]pyridin-3-yl)methanone